1-methyl-5,6,7,8-tetrahydropyrazolo[4,3-c]azepin-4(1H)-one CN1N=CC=2C(NCCCC21)=O